Cl.FC(C=1C=C2N(CCNC2)C(C1)=O)(F)F 8-(trifluoromethyl)-1,2,3,4-tetrahydropyrido[1,2-a]pyrazin-6-one hydrochloride